4-(bromomethyl)-5-ethoxy-2-fluorobenzonitrile BrCC1=CC(=C(C#N)C=C1OCC)F